(S)-3-(6-(3-chlorophenyl)-4-((3-ethoxy-1-ethyl-1H-pyrazol-4-yl)sulfonyl)-3,4-dihydro-2H-benzo[b][1,4]oxazin-2-yl)propanoic acid ClC=1C=C(C=CC1)C1=CC2=C(O[C@H](CN2S(=O)(=O)C=2C(=NN(C2)CC)OCC)CCC(=O)O)C=C1